4-acetyl-2,5-dihydroxybenzoic acid methyl ester COC(C1=C(C=C(C(=C1)O)C(C)=O)O)=O